N,N-dimethyl-N,N-diallylammonium chloride [Cl-].C[N+](CC=C)(CC=C)C